IC1=NN(C=C1)C 3-iodo-1-methyl-1H-pyrazole